2-(5-fluoro-3-morpholinopicolinoyl)hydrazine-1-carboxylic acid tert-butyl ester C(C)(C)(C)OC(=O)NNC(C1=NC=C(C=C1N1CCOCC1)F)=O